C(CCCCCCC\C=C/CCCCCCCC)C1(OCC(O1)CN(C)C)CCCCCCCC\C=C/CCCCCCCC dioleyl-4-dimethylaminomethyl-[1,3]-dioxolane